BrC=1C(=NC=2N(C1)C=C(N2)C(=O)N2C[C@H]([C@@]1(CC2)NCC2=CC=CC=C2C1)O)C (6-bromo-7-methylimidazo[1,2-a]pyrimidin-2-yl)[(3R,3'R)-3'-hydroxy-1,4-dihydro-1'H,2H-spiro[isoquinoline-3,4'-piperidin]-1'-yl]methanone